5-bromo-N-butyl-7-cyclohexyl-7H-pyrrolo-[2,3-d]-pyrimidin-2-amine BrC1=CN(C=2N=C(N=CC21)NCCCC)C2CCCCC2